C1(CC1)[C@H](C1=CC(=C2CN(C(C2=C1)=O)C1=CC(=CC=C1)[C@H](C1COC1)C1=NN=CN1C)C(F)(F)F)NC1(CCC1)C 6-((R)-cyclopropyl((1-methylcyclobutyl)amino)methyl)-2-(3-((S)-(4-methyl-4H-1,2,4-triazol-3-yl)(oxetan-3-yl)methyl)phenyl)-4-(trifluoromethyl)isoindolin-1-one